2-(3,5-di-tert-butyl-4-oxocyclohexa-2,5-dien-1-ylidene)acetonitrile C(C)(C)(C)C1=CC(C=C(C1=O)C(C)(C)C)=CC#N